ClC1=CC2=C(N(C(N=C2N2C[C@H](N(CC2)C(=O)OC(C)(C)C)C)=O)C=2C(=NC=CC2C)C(C)C)N=C1Cl tert-Butyl (M)-(R)-4-(6,7-dichloro-1-(2-isopropyl-4-methylpyridin-3-yl)-2-oxo-1,2-dihydropyrido[2,3-d]pyrimidin-4-yl)-2-methylpiperazine-1-carboxylate